4-(2H-benzotriazol-2-yl)-1,2,3,5-benzenetetrol N=1N(N=C2C1C=CC=C2)C2=C(C(=C(C=C2O)O)O)O